(R)-2-(hydroxymethyl)morpholine-4-carboxylic acid methyl ester COC(=O)N1C[C@@H](OCC1)CO